5,10,15,20-tetrakis(4'-bromophenyl)porphyrin BrC1=CC=C(C=C1)C=1C2=CC=C(N2)C(=C2C=CC(C(=C3C=CC(=C(C=4C=CC1N4)C4=CC=C(C=C4)Br)N3)C3=CC=C(C=C3)Br)=N2)C2=CC=C(C=C2)Br